FC1=CN=CC2=C1C(=NC=1N2C(=NN1)C)N1CCCC2=C(C=NC=C12)C#CC(C#N)(C)C 4-(1-(6-fluoro-1-methylpyrido[4,3-e][1,2,4]triazolo[4,3-a]pyrimidin-5-yl)-1,2,3,4-tetrahydro-1,7-naphthyridin-5-yl)-2,2-dimethylbut-3-ynenitrile